(4-((2-methoxy-2-oxoethyl)carbamoyl)phenyl)boronic acid COC(CNC(=O)C1=CC=C(C=C1)B(O)O)=O